pyridoN 3-oxospiro[indoline-2,4'-piperidine]-1'-carboxylate O=C1C2=CC=CC=C2NC12CCN(CC2)C(=O)O.N2C(C=CC=C2)=O